(R)-N-(1-hydroxybutan-2-yl)-4-methoxy-2-((3-(trifluoromethyl)phenyl)amino)quinoline-7-carboxamide OC[C@@H](CC)NC(=O)C1=CC=C2C(=CC(=NC2=C1)NC1=CC(=CC=C1)C(F)(F)F)OC